3-[(4,4-difluorocyclohexyl)methyl]-4-[(5-methyl-1,2-oxazol-3-yl)methyl]-4,5-dihydro-1,2,4-oxadiazol-5-one FC1(CCC(CC1)CC1=NOC(N1CC1=NOC(=C1)C)=O)F